NC=1C(=C(C(=O)NC)C=CC1C)C 3-amino-N,2,4-trimethylbenzamide